N-(3''-chloro-2'-hydroxy-4''-(3-methyl-2-oxoimidazolidin-1-yl)-3-(piperazin-1-yl)-[1,1':3',1''-terphenyl]-4-yl)acetamide ClC=1C=C(C=CC1N1C(N(CC1)C)=O)C=1C(=C(C=CC1)C1=CC(=C(C=C1)NC(C)=O)N1CCNCC1)O